1,1,1,3,3,3-Hexafluoropropan-2-yl (±)-1-((pyridazin-3-ylmethyl)carbamoyl)-6-azaspiro[2.5]octan-6-carboxylat N1=NC(=CC=C1)CNC(=O)[C@@H]1CC12CCN(CC2)C(=O)OC(C(F)(F)F)C(F)(F)F |r|